BrC/C=C/C(=O)O (2E)-4-bromobut-2-enoic acid